CC1(OB(OC1(C)C)[C@@H]1[C@H](C1)C1=CC=C(C=C1)OC(F)(F)F)C |r| racemic-4,4,5,5-tetramethyl-2-((1S,2S)-2-(4-(trifluoromethoxy)phenyl)cyclopropyl)-1,3,2-dioxaborolane